2-(6-(3-(1H-indol-6-yl)ureido)-2,3-dihydro-4H-benzo[b][1,4]oxazin-4-yl)-N-cyclopropyl-2-phenylacetamide N1C=CC2=CC=C(C=C12)NC(NC1=CC2=C(OCCN2C(C(=O)NC2CC2)C2=CC=CC=C2)C=C1)=O